(E)-4-(6-methoxypyridin-2-yl)-2,4,7-trimethyloct-2,6-dienal COC1=CC=CC(=N1)C(/C=C(/C=O)\C)(CC=C(C)C)C